C(CC)[SiH3] n-propylsilane